FC(F)(F)C1=NN2C(C=CC=C2)=C1 (trifluoromethyl)pyrazolo[1,5-a]pyridine